N1=CC=C(C=C1)CC1=CC=C(C=C1)NC(OCC1=CN=NC=C1)=O pyridazin-4-ylmethyl (4-(pyridin-4-ylmethyl)phenyl)carbamate